3-(3-bromo-5-(3-meth-ylbenzoyloxy)benzylideneamino)benzoic acid BrC=1C=C(C=NC=2C=C(C(=O)O)C=CC2)C=C(C1)OC(C1=CC(=CC=C1)C)=O